Benzyl ((R)-2-(((R)-(2-((S)-((tert-butoxycarbonyl)amino)(4,4-difluorocyclohexyl)methyl)imidazo[1,2-b]pyridazin-7-yl)(cyclopropyl)methyl)amino) cyclopropylethyl)carbamate C(C)(C)(C)OC(=O)N[C@H](C=1N=C2N(N=CC(=C2)[C@@H](C2CC2)NC2[C@@H](C2)CCNC(OCC2=CC=CC=C2)=O)C1)C1CCC(CC1)(F)F